BrC=1C(=NC2=CC(=NC=C2C1)Cl)C 3-bromo-7-chloro-2-methyl-1,6-naphthyridine